C(CCCCC)OC=1C=C2C(N(C(C2=CC1NS(=O)(=O)C)=O)CCC(=O)O)=O 5-hexyloxy-6-methylsulfonylamino-N-carboxyethyl-isoindolin-1,3-dione